FC1=C2C=CN(C2=CC=C1)C(=C)C1=CC=CC=C1 4-fluoro-1-(1-phenylvinyl)-1H-indole